7-bromo-6-nitro-3,4-dihydroisoquinoline-2(1H)-carboxylic acid tert-butyl ester C(C)(C)(C)OC(=O)N1CC2=CC(=C(C=C2CC1)[N+](=O)[O-])Br